OC1=C(C2=CC(=CC=C2C=C1)C1=CC=CC2=CC=CC=C12)C1=C(C=CC2=CC=C(C=C12)C1=CC=CC2=CC=CC=C12)O 2,2'-dihydroxy-7,7'-dinaphthyl-1,1'-binaphthyl